5-(2-Methylpropenyl)-2-aminopyridine CC(=CC=1C=CC(=NC1)N)C